dichloro-5-hydroxypicolinamide ClC1=C(C(=NC=C1O)C(=O)N)Cl